6-(3,5-dichloro-4-((2'-oxospiro[cyclobutane-1,3'-indolin]-5'-yl)oxy)phenyl)-2-methyl-1,2,4-triazine-3,5(2H,4H)-dione ClC=1C=C(C=C(C1OC=1C=C2C3(C(NC2=CC1)=O)CCC3)Cl)C=3C(NC(N(N3)C)=O)=O